C1(=CC=CC=C1)[C@H](C)OC(=O)C1CC2(CC(C2)N)C1 (S)-2-aminospiro[3.3]heptane-6-carboxylic acid 1-phenylethyl ester